(3R)-3-{[7,9-dibromo-2-(4-methoxyphenyl)[1,2,4]triazolo[1,5-c]quinazolin-5-yl]amino}azepan-2-one BrC1=CC(=CC=2C=3N(C(=NC12)N[C@H]1C(NCCCC1)=O)N=C(N3)C3=CC=C(C=C3)OC)Br